5-[(3S)-3-(2-ethoxy-2-oxoethoxy)pyrrolidin-1-yl]pyridine-2-carboxylic acid hydrochloride Cl.C(C)OC(CO[C@@H]1CN(CC1)C=1C=CC(=NC1)C(=O)O)=O